CC(C[Al](CC(C(CC)C)C)CC(C(CC)C)C)C(CC)C tri-(2,3-di-methyl-pentyl)-aluminum